C(CCCCCCC)[Se] octyl-selenium